n-docosyltriacontyl ether C(CCCCCCCCCCCCCCCCCCCCC)OCCCCCCCCCCCCCCCCCCCCCCCCCCCCCC